N[C@H]1CN(C[C@@H](C1)F)C(=O)C=1C=CC=2N(C1)N=C(C2C)C=2N(C1=C(C=CC=C1C2)OCC2CC(N(C2)C)=O)CC2CC2 4-(((2-(6-((3r,5r)-3-amino-5-fluoropiperidine-1-carbonyl)-3-methylpyrazolo[1,5-a]pyridin-2-yl)-1-(cyclopropylmethyl)-1H-indol-7-yl)oxy)methyl)-1-methylpyrrolidin-2-one